N-(4-(4-(3-(benzo[d]oxazol-2-yl)propanamido)-2,5-difluorophenoxy)pyridin-2-yl)cyclopropanecarboxamide O1C(=NC2=C1C=CC=C2)CCC(=O)NC2=CC(=C(OC1=CC(=NC=C1)NC(=O)C1CC1)C=C2F)F